[Cl-].COC1=C(C[NH2+]CC2=CC=C(C=C2)F)C(=CC(=C1)OC)\C=C\C1=CC=C(C=C1)OC (E)-N-(2,4-dimethoxy-6-(4-methoxystyryl)benzyl)-1-(4-fluorophenyl)METHANAMINIUM CHLORIDE